CN1N=CC(=C1)NC1=NC=C(C(=N1)NC=1C=C(C=NC1)NC(OC(C)(C)C)=O)C1=CC=C(C=C1)C(F)(F)F tert-butyl N-[5-({2-[(1-methyl-1H-pyrazol-4-yl)amino]-5-[4-(trifluoromethyl)phenyl]pyrimidin-4-yl}amino)pyridin-3-yl]carbamate